4-((3-fluoro-5-(1-(tetrahydro-2H-pyran-2-yl)-1H-pyrazol-5-yl)pyridin-2-yl)oxy)benzonitrile FC=1C(=NC=C(C1)C1=CC=NN1C1OCCCC1)OC1=CC=C(C#N)C=C1